C(C1=CC=CC=C1)OC1=C(N(C=C(C1=O)C=1SC(=NN1)CC1=C(C=C(C=C1)F)F)N(C(OC(C)(C)C)=O)C)C(NC)=O tert-butyl (3-(benzyloxy)-5-(5-(2,4-difluorobenzyl)-1,3,4-thiadiazol-2-yl)-2-(methylcarbamoyl)-4-oxopyridin-1(4H)-yl)(methyl)carbamate